ClC1=CC=C(C=C1)S(=O)(=O)N1N=NC(=C1)C1=CC=CC=C1 1-((4-chlorophenyl)sulfonyl)-4-phenyl-1,2,3-triazole